BrCC(=O)N(CC1=CC(=CC=C1)OC)CC1=CC(=CC=C1)OC 2-bromo-N,N-bis(3-methoxybenzyl)acetamide